O[C@H](C(=O)O)C (S)-α-hydroxypropionic acid